CC=1C=C(COC2=CC=C(C=C2)SC2=C(OC=C2)C2C(NC(N2)=O)=O)C=CC1 5-{3-[4-(3-methyl-benzyloxy)phenylthio]furan-2-yl}imidazolidine-2,4-dione